C(#N)C1=NN(C(C=C1)=O)CC(=O)NCC 2-(3-Cyano-6-oxopyridazin-1(6H)-yl)-N-ethylacetamide